O=C(CN(S(=O)(=O)C)C=1C=C(C(=O)OC2=CC3=CC=CC=C3C=C2)C=CC1)NC1=C(C=CC=C1)SC1=CC=CC=C1 Naphthalen-2-yl 3-(N-(2-oxo-2-((2-(phenylthio)phenyl)amino)ethyl)methylsulfonamido)benzoate